ClC=1C=C(C=C2C(=C(C=NC12)C#N)N[C@H](CC)C1=CC=CC=C1)N[C@@H](C=1C=NC=CC1)C=1N=NN(C1)CC1(CCC1)O 8-chloro-6-(((S)-(1-((1-hydroxycyclobutyl)methyl)-1H-1,2,3-triazol-4-yl)(pyridin-3-yl)methyl)amino)-4-(((R)-1-phenylpropyl)amino)quinoline-3-carbonitrile